C(C)[C@]1(C(OCC=2C(N3CC=4C(=NC=5C=C(C(=C6C5C4C(CC6)(CO)CO)C)F)C3=CC21)=O)=O)O (S)-9-ethyl-5-fluoro-9-hydroxy-1,1-bis(hydroxymethyl)-4-methyl-2,3,12,15-tetrahydrobenzo[de]pyrano[3',4':6,7]indolizino[1,2-b]quinoline-10,13(1H,9H)-dione